Methyl (2Z,3E)-2'-oxo-3-((2-(piperazin-1-yl)ethoxy)imino)-[2,3'-biindolinylidene]-5'-carboxylate dihydrochloride Cl.Cl.O=C\1NC2=CC=C(C=C2/C1=C\1/NC2=CC=CC=C2/C1=N\OCCN1CCNCC1)C(=O)OC